COCCNC(=O)NC1CCN(CC1)C1=NC(=CC(=N1)NC1=CC2=C(C=N1)C=NN2C(C)C)N2CCCC2 1-(2-methoxyethyl)-3-{1-[4-{[1-(propan-2-yl)-1H-pyrazolo[4,3-c]pyridin-6-yl]amino}-6-(pyrrolidin-1-yl)pyrimidin-2-yl]piperidin-4-yl}urea